C(C=C)C=1C(=C(C=O)C=CC1)O 3-Allyl-2-hydroxybenzaldehyde